trilead tetroxide O1[Pb]O[Pb]12O[Pb]O2